C(C(=C)C)(=O)NOCC1=CC=CC=C1 Benzyl MethacrylHydroxamate